C(CCC)OC1=CC=C(C=C1)C(CC1(C(N(C2=CC=CC=C12)CC1=CC=C(C=C1)C)=O)O)=O 3-(2-(4-Butoxyphenyl)-2-oxoethyl)-3-hydroxy-1-(4-methylbenzyl)indol-2-one